delta-thiocarbonylvalerolactone C(=S)=C1CCCC(=O)O1